3-[5-[2-[5-(4-Aminocyclohexanecarbonyl)-2,5-diazabicyclo[2.2.1]heptan-2-yl]ethyl]-3-methyl-2-oxo-benzimidazol-1-yl]piperidine-2,6-dione NC1CCC(CC1)C(=O)N1C2CN(C(C1)C2)CCC2=CC1=C(N(C(N1C)=O)C1C(NC(CC1)=O)=O)C=C2